NC1=NC=NC(=C1C1=NC2(CO1)CN(CCC2)C(C=C)=O)NC2=CC(=C(C=C2)OC2=CC1=C(N(C=N1)C)C=C2)C 1-(2-(4-amino-6-((3-methyl-4-((1-methyl-1H-benzo[d]imidazol-5-yl)oxy)phenyl)amino)pyrimidin-5-yl)-3-oxa-1,7-diazaspiro[4.5]dec-1-en-7-yl)prop-2-en-1-one